ClC=1C(=CC(=C(C1)N1CCC(CC1)(O)CC(=O)O)F)N1C(NC(CC1)=O)=O 2-[1-[5-chloro-4-(2,4-dioxohexahydropyrimidin-1-yl)-2-fluoro-phenyl]-4-hydroxy-4-piperidyl]acetic acid